C1(=CC=CC=C1)S(=O)(=O)N1N=C(C=C1C(=O)N)C1=CC(=C(C(=C1)OC)OC)OC (benzenesulfonyl)-3-(3,4,5-trimethoxyphenyl)-1H-pyrazole-5-carboxamide